NC=1C=2C(C(NN1)=O)=NN(C2C2=CC=C(C(=O)NCC(C)C)C=C2)C2=CC=C(C=C2)NC(C(=C)C)=O 4-(4-amino-2-(4-methacrylamidophenyl)-7-oxo-6,7-dihydro-2H-pyrazolo[3,4-d]pyridazin-3-yl)-N-isobutylbenzamide